N12CCCCNC2=NCC1 1,6,8-triazabicyclo[5.3.0]dec-7-ene